C[C@H]1N(CCN(C1)C=1C=CC=2N=CN=C(C2N1)NC1=CC(=C(C=C1)OC1=CC2=C(N(C=N2)C)C=C1)C)C(C#CC)=O 1-[(2R)-2-methyl-4-[4-({3-methyl-4-[(1-methyl-1,3-benzodiazol-5-yl)oxy]phenyl}amino)pyrido[3,2-d]pyrimidin-6-yl]piperazin-1-yl]but-2-yn-1-one